CN(S(=O)(=O)C1CC1)C12CCC(CC1)(CC2)C2=NN=C1N2C2=C(N=C1)N(C=C2)S(=O)(=O)C2=CC=C(C)C=C2 N-Methyl-N-(4-(6-tosyl-6H-pyrrolo[2,3-e][1,2,4]triazolo[4,3-a]pyrazin-1-yl)bicyclo[2.2.2]octan-1-yl)cyclopropanesulfonamide